C1(CC1)NC1(CCC1)CNC(C1=CC=C(C=C1)C#CC1=NC=C(C=C1)F)=O N-((1-(cyclopropylamino)cyclobutyl)methyl)-4-((5-fluoropyridin-2-yl)ethynyl)benzamide